C(CCCCC)OC1=C(C=O)C=C(C(=C1)C=O)OCCCCCC 2,5-dihexyloxyterephthalaldehyde